BrC=1C(=C(C(=C(C(=O)O)C1)F)F)C 5-bromo-2,3-difluoro-4-methylbenzoic acid